C(C)(C)(C)OC(=O)N1C2CN(CC1CC2)C=2C1=C(N=C(N2)SC)CC(OC1)C1=CC(=CC2=CC=CC(=C12)Br)OCOC 3-(7-(8-bromo-3-(methoxymethoxy)naphthalen-1-yl)-2-(methylthio)-7,8-dihydro-5H-pyrano[4,3-d]pyrimidin-4-yl)-3,8-diazabicyclo[3.2.1]octane-8-carboxylic acid tert-butyl ester